N[C@@H](CCCNC(N)=N)C(=O)C1=C(C=CC2=CC=CC=C12)C(=O)N arginyl-β-naphthamide